C[SiH](O[SiH](C1=CC=CC=C1)C)C1=CC=CC=C1 1,3-dimethyl-1,3-diphenyldisiloxane